C(C)(C)(C)OC(=O)N1C(=CC2=CC=C(C=C12)CNC(=O)C1=NN2C(N=CC=C2)=C1)CN(CC1CCC1)C(=O)OC(C)(C)C 2-(((tert-butyloxycarbonyl)(cyclobutylmethyl)amino)methyl)-6-((pyrazolo[1,5-a]pyrimidine-2-carboxamido)methyl)-1H-indole-1-carboxylic acid tert-butyl ester